NC1=C2C(=NC=N1)N(N=C2C2=CC=C(C1=C2OCO1)NC(=O)C=1SC=CC1)[C@H]1CNCCC1 (R)-N-(7-(4-amino-1-(piperidin-3-yl)-1H-pyrazolo[3,4-d]pyrimidin-3-yl)benzo[d][1,3]dioxol-4-yl)-thiophene-2-carboxamide